NC(COCCC(=O)[O-])(COCCC(=O)[O-])COCCC(=O)OC(C)(C)C (2-amino-2-((3-(tert-butoxy)-3-oxopropoxy)methyl)propane-1,3-diyl)bis(oxy)dipropionate